(S)-6-(6-Chloro-5-fluoro-2-oxo-1,2-dihydrospiro[benzo[d][1,3]oxazine-4,3'-pyrrolidin]-1'-yl)-N-((6-fluoropyridin-3-yl)methyl)pyridazine-4-carboxamide ClC1=C(C2=C(NC(O[C@]23CN(CC3)C3=CC(=CN=N3)C(=O)NCC=3C=NC(=CC3)F)=O)C=C1)F